N-2-methoxyethyl-N-propylacrylamide COCCN(C(C=C)=O)CCC